BrC1=CC=C(C=C1)NC(C(=O)OCC)=O ethyl 2-((4-bromophenyl) amino)-2-oxoacetate